4-[1-(3-Methoxybenzoyl)-2,3-dihydro-1H-pyrrolo[2,3-c]pyridin-4-yl]benzonitrile COC=1C=C(C(=O)N2CCC=3C2=CN=CC3C3=CC=C(C#N)C=C3)C=CC1